C5-nitropyrimidine [N+](=O)([O-])C=1C=NC=NC1